molecular oxygen nitrate nitrogen [N+3].[N+](=O)([O-])[O-].O=O.[N+](=O)([O-])[O-].[N+](=O)([O-])[O-]